2-(3-(3-bromo-4-methoxyphenoxy)propyl)isoindoline-1,3-dione BrC=1C=C(OCCCN2C(C3=CC=CC=C3C2=O)=O)C=CC1OC